5,6,7,4'-tetrahydroxy-8-methoxyisoflavone OC1=C2C(C(=COC2=C(C(=C1O)O)OC)C1=CC=C(C=C1)O)=O